(S)-4-(2-(tert-Butoxycarbonylamino)-2-(4-tert-butylthiazol-2-yl)ethyl)phenyl-sulfamic acid C(C)(C)(C)OC(=O)N[C@@H](CC1=CC=C(C=C1)NS(O)(=O)=O)C=1SC=C(N1)C(C)(C)C